2-(3,5-Dichloro-4-((2-(3-fluorobenzyl)-1-oxo-1,2,3,4-tetrahydroisoquinolin-6-yl)oxy)phenyl)-1,2,4-triazine ClC=1C=C(C=C(C1OC=1C=C2CCN(C(C2=CC1)=O)CC1=CC(=CC=C1)F)Cl)N1NC=CN=C1